C(#N)CC1(CN(C1)C1CCN(CC1)C(=O)C=1C=C(C=C(C#N)C1)C#N)N1N=CC(=C1)C1=C2C(=NC=C1C#N)NC=C2 5-[(4-{3-(cyanomethyl)-3-[4-(5-cyano-1H-pyrrolo[2,3-b]pyridin-4-yl)-1H-pyrazol-1-yl]azetidin-1-yl}piperidin-1-yl)carbonyl]isophthalonitrile